C(C)(C)C1=C(C=CC=C1)C1=NC=C2NC(N(C2=N1)CC1=CC=C(C=C1)C=1C=2N(C=C(N1)C)C=CN2)=O 2-(2-isopropylphenyl)-9-(4-(6-methylimidazo[1,2-a]pyrazin-8-yl)benzyl)-7,9-dihydro-8H-purin-8-one